FC1=C(C(=CC(=C1)N1N=CC(=C1)C(F)(F)F)F)N1C(C2(N3C1=NC=C3C3=NC=NC=C3)CC2)=O 7'-[2,6-difluoro-4-[4-(trifluoromethyl)pyrazol-1-yl]phenyl]-3'-pyrimidin-4-yl-spiro[cyclopropane-1,5'-imidazo[1,2-a]imidazole]-6'-one